ClC=1C=C(C=CC1F)NC(=O)C1=C(N=CN1C)C1CC2CC(CC2C1)(O)C(C(C)=O)(F)F N-(3-chloro-4-fluorophenyl)-4-(5-(1,1-difluoro-2-oxopropyl)-5-hydroxyoctahydropentalen-2-yl)-1-methyl-1H-imidazole-5-carboxamide